O=CC[C@@H]1CC[C@H](CC1)NC(OC(C)(C)C)=O TERT-BUTYL TRANS-4-(2-OXOETHYL)CYCLOHEXYLCARBAMATE